NC1=C(C2=C(N(N=N2)C(C)C)C=C1)N1CC2(CC2)[C@H](C1)NC(=O)OC(C)(C)C 2-methylpropan-2-yl {[(7R)-5-[5-amino-1-(prop-2-yl)benzo[d][1,2,3]triazol-4-yl]-5-azaspiro[2.4]heptan-7-yl]amino}methanoate